BrC=1C=CC(=NC1)O 5-bromopyridine-2-ol